[N+](=O)([O-])C=1C=CC(=NC1NC1=CC=NC=C1)N[C@@H]1CN(CC1)C(=O)OC(C)(C)C tert-butyl (3S)-3-({5-nitro-6-[(pyridin-4-yl)amino]pyridin-2-yl}amino)pyrrolidine-1-carboxylate